acryloylaminopropyl-N,N-dimethylamine C(C=C)(=O)NCCCN(C)C